Aminoamide tert-butyl-7-chloro-4-(hydroxymethyl)-5-methoxyindole-1-carboxylate C(C)(C)(C)OC(=O)N1C=CC2=C(C(=CC(=C12)Cl)OC)CO.N[NH-]